BrC1=C2C(=C(C(=C(C2=C(C=2C(=C(C(=C(C12)[2H])[2H])[2H])[2H])[2H])[2H])[2H])[2H])[2H] 9-Bromoanthracene-1,2,3,4,5,6,7,8,10-d9